2-methyl-1-octacosanal CC(C=O)CCCCCCCCCCCCCCCCCCCCCCCCCC